FC1=C(C#N)C=CC(=C1)C=1CCN(CC1)CCCC=1NC(C2=C(C=CC(=C2C1)C)F)=O 2-fluoro-4-(1-(3-(8-fluoro-5-methyl-1-oxo-1,2-dihydroisoquinolin-3-yl)propyl)-1,2,3,6-tetrahydropyridin-4-yl)benzonitrile